tert-butyl-[(1-chloro-6,7-dihydro-5H-cyclopenta[c]pyridin-6-yl)methoxy]-dimethyl-silane C(C)(C)(C)[Si](C)(C)OCC1CC2=C(C(=NC=C2)Cl)C1